5-fluoro-N-isopropyl-N-(2-oxaspiro[3.3]hept-6-yl)benzamide sodium (3-(1-(6,7-dimethoxyquinazolin-4-yl)azepan-4-yl)propyl)phosphonate COC=1C=C2C(=NC=NC2=CC1OC)N1CCC(CCC1)CCCP([O-])([O-])=O.[Na+].FC=1C=CC=C(C(=O)N(C2CC3(COC3)C2)C(C)C)C1.[Na+]